N-(1-cyanocyclopropyl)-9-(5-(difluoromethyl)-1,3,4-thiadiazol-2-yl)-4-((2R,5S)-2,5-dimethylpiperazin-1-yl)-9H-pyrimido[4,5-b]indole-7-sulfonamide C(#N)C1(CC1)NS(=O)(=O)C1=CC=C2C3=C(N(C2=C1)C=1SC(=NN1)C(F)F)N=CN=C3N3[C@@H](CN[C@H](C3)C)C